NC1=C(C=C(C(=O)OC)C=C1NC)OC(F)F Methyl 4-amino-3-(difluoromethoxy)-5-(methylamino)benzoate